rac-N-[(5R,6S)-5-[(2',3'-difluoro[1,1'-biphenyl]-3-yl)methyl]-4-oxo-3-(propan-2-yl)-3,4,5,6,7,8-hexahydroquinazolin-6-yl]methanesulfonamide FC1=C(C=CC=C1F)C1=CC(=CC=C1)C[C@@H]1C=2C(N(C=NC2CC[C@@H]1NS(=O)(=O)C)C(C)C)=O |r|